BrC=1C=C2C(=C(C(=NC2=CC1)C)CC=O)C 6-bromo-2,4-dimethyl-3-quinolineethanone